4,4'-dibromo-2,2'-biphenyldiamine BrC=1C=C(C(=CC1)C=1C(=CC(=CC1)Br)N)N